1-(4-((4-((5-([1,2,4]triazolo[1,5-a]pyridin-6-yl)-2-(2-hydroxypropane-2-yl)phenyl)amino)-7-methoxyquinazolin-6-yl)oxy)piperidin-1-yl)prop-2-en-1-one N=1C=NN2C1C=CC(=C2)C=2C=CC(=C(C2)NC2=NC=NC1=CC(=C(C=C21)OC2CCN(CC2)C(C=C)=O)OC)C(C)(C)O